(1R,2S,5S)-2-(2-chloro-3-fluorophenyl)-6,6-difluoro-3-azabicyclo[3.1.0]hexane ClC1=C(C=CC=C1F)[C@@H]1[C@@H]2C([C@@H]2CN1)(F)F